[Si](C1=CC=CC=C1)(C1=CC=CC=C1)(C(C)(C)C)OC\C=C/CN1C(C(=C(C2=C1N=C(N=C2)SC)C#C[Si](C(C)C)(C(C)C)C(C)C)C)=O 8-[(2Z)-4-[(tert-Butyldiphenylsilyl)oxy]but-2-en-1-yl]-6-methyl-2-(methylsulfanyl)-5-[2-(triisopropylsilyl)ethynyl]pyrido[2,3-d]pyrimidin-7-one